perfluorofluoro(2-hydroxymethyl-2,4-diethyl-1,3-dioxolane) potassium salt [K].FC1(C(OC(O1)(C(C(F)(F)F)(F)F)C(O)(F)F)(C(C(F)(F)F)(F)F)F)F